tert-Butyl (5-bromo-7-(trifluoromethyl)benzofuran-2-yl)methylcarbamate BrC=1C=C(C2=C(C=C(O2)CNC(OC(C)(C)C)=O)C1)C(F)(F)F